CS(=O)(=O)C1=CC=C(C=C1)NS(=O)(=O)C1=CC=CC=C1 N-(4-(methylsulfonyl)phenyl)benzenesulfonamide